tert-Butyl-(E)-7-(3-((quinoxalin-6-ylmethylene)amino)pyridazin-4-yl)-4,7-diazaspiro[2.5]octane C(C)(C)(C)C1CC12NCCN(C2)C2=C(N=NC=C2)/N=C/C=2C=C1N=CC=NC1=CC2